tris(4,4-bis(mercaptomethylthio)-2-thiabutyl)methane SCSC(CSCC(CSCC(SCS)SCS)CSCC(SCS)SCS)SCS